NC1=CC(=CC2=CC(=CC(=C12)S(=O)(=O)O)S(=O)(=O)O)S(=O)(=O)O 1-aminonaphthalene-3,6,8-trisulphonic acid